CC=1C2=CN(N=C2C(=C(C1)C1=CC=C(C=C1)C1CCNCC1)C)C(C(=O)NC=1SC=CN1)C1=C2N(C=N1)C[C@@H](C2)F 2-(4,7-dimethyl-6-(4-(piperidin-4-yl)phenyl)-2H-indazol-2-yl)-2-((R)-6-fluoro-6,7-dihydro-5H-pyrrolo[1,2-c]imidazol-1-yl)-N-(thiazol-2-yl)acetamide